[Cl-].[Cl-].C[SiH](C)[Zr+2](C1C=C(C2=CC=CC=C12)CC(C)C1=CC=CC=C1)C1C=C(C2=CC=CC=C12)C Dimethylsilyl-(3-methyl-indenyl)(3-(2-phenyl-propyl)-indenyl)zirconium dichloride